O(C1=CC=CC=C1)C(CCO)O 3-phenoxy-1,3-propanediol